pentafluorobenzyl methacrylate (Pentafluorobenzyl Methacrylate) FC1=C(C(=C(C(=C1CC=C(C(=O)O)C)F)F)F)F.C(C(=C)C)(=O)OCC1=C(C(=C(C(=C1F)F)F)F)F